C1=CC(=CC=2C3=CC=CC=C3N(C12)C1=CC=C(C=C1)C=1C(=CC(=C(C1)C1=CC(=NC(=C1)C1=CC=CC=C1)C1=CC=CC=C1)C#N)C1=CC=C(C=C1)N1C2=CC=CC=C2C=2C=C(C=CC12)N1C2=CC=CC=C2C=2C=CC=CC12)N1C2=CC=CC=C2C=2C=CC=CC12 4,4''-di(9H-[3,9'-bicarbazol]-9-yl)-5'-(2,6-diphenylpyridin-4-yl)-[1,1':2',1''-terphenyl]-4'-carbonitrile